7-(1,1-difluoro-2-hydroxyethyl)-1-(4-fluoro-2-methylphenyl)-3-(2-methyl-6-oxo-1,6-dihydropyridin-3-yl)-2,3-dihydroquinazolin-4(1H)-one FC(CO)(F)C1=CC=C2C(N(CN(C2=C1)C1=C(C=C(C=C1)F)C)C1=C(NC(C=C1)=O)C)=O